ethyl 6-bromo-1-(cyclopropylmethyl)-1H-indole-2-carboxylate BrC1=CC=C2C=C(N(C2=C1)CC1CC1)C(=O)OCC